2-Chloro-N1-(1-ethyl-1H-1,2,4-triazol-5-yl)-N3,N3-dimethyl-4-(methylsulfonyl)isophthalamid ClC1=C(C(=O)NC2=NC=NN2CC)C=CC(=C1C(=O)N(C)C)S(=O)(=O)C